4-(methoxyimino)pentanoic acid CON=C(CCC(=O)O)C